(s)-4-(2-((6-chloro-2-methylpyridin-3-yl)sulfonyl)-2-azaspiro[3.4]octan-6-yl)morpholine ClC1=CC=C(C(=N1)C)S(=O)(=O)N1CC2(C1)C[C@H](CC2)N2CCOCC2